CC1C(N(CC(O1)\C=C\C1=CC=CC=C1)S(=O)(=O)C1=CC=C(C=C1)C)C 2,3-dimethyl-4-(4-methylbenzenesulfonyl)-6-[(1E)-2-phenylethenyl]morpholine